BrC1=CC=2C(C=N1)=NN(C2C)C 5-Bromo-2,3-dimethyl-2H-pyrazolo[3,4-c]pyridine